O[C@@H](C)C(CCCCCCC)=O (S)-2-hydroxy-3-decanone